5-(2-chlorobenzyl)-4-oxo-3-vinyl-4,5,6,7-tetrahydropyrazolo[1,5-a]pyrazine-2-carboxylic acid (5-difluoromethyl-[1,3,4]thiadiazol-2-yl) amide FC(C1=NN=C(S1)NC(=O)C1=NN2C(C(N(CC2)CC2=C(C=CC=C2)Cl)=O)=C1C=C)F